CSCOCCCC(=O)[O-] 4-(methylthiomethoxy)butyrate